4-Fluoro-1-(1-hydroxy-2-methylpropan-2-yl)-N,N-bis(4-methoxybenzyl)-1H-pyrazole-3-sulfonamide FC=1C(=NN(C1)C(CO)(C)C)S(=O)(=O)N(CC1=CC=C(C=C1)OC)CC1=CC=C(C=C1)OC